[N+](=O)([O-])C=1NC(=C(N1)[N+](=O)[O-])[N+](=O)[O-] 2,4,5-trinitroimidazole